5-amino-4-((2-hydroxyethyl)amino)-2-phenylthieno[2,3-d]pyrimidine-6-carboxylic acid NC1=C(SC=2N=C(N=C(C21)NCCO)C2=CC=CC=C2)C(=O)O